N-(6-(5-chloro-6-fluoro-7-(2-methoxycyclopentyl)-1H-indazol-4-yl)imidazo[1,2-a]pyrazin-2-yl)-2-fluorocyclopropane-1-carboxamide ClC=1C(=C2C=NNC2=C(C1F)C1C(CCC1)OC)C=1N=CC=2N(C1)C=C(N2)NC(=O)C2C(C2)F